13-oxo-15-(3-methoxyphenyl)-14-(3-methoxybenzyl)-3,6,9,12-tetraoxa-14-aza-pentadecyl-N,N-dimethylamine O=C(OCCOCCOCCOCCN(C)C)N(CC1=CC(=CC=C1)OC)CC1=CC(=CC=C1)OC